OC1=CC=C2CCN(C(C2=C1I)C)C(=O)OC(C)(C)C tert-butyl 7-hydroxy-8-iodo-1-methyl-3,4-dihydroisoquinoline-2(1H)-carboxylate